ClC1=CC(=C(CSC2=CC=NN2C2CCN(CC2)CC2=NC3=C(N2C[C@H]2OCC2)C=C(C=C3)C(=O)OC)C=C1)F (S)-methyl 2-((4-(5-((4-chloro-2-fluorobenzyl)thio)-1H-pyrazol-1-yl)piperidin-1-yl)methyl)-1-(oxetan-2-ylmethyl)-1H-benzo[d]imidazole-6-carboxylate